S(=O)(=O)(OC1=CC=C(C=C1)OC)[O-].[P+3].COC1=CC=C(C=C1)OS(=O)(=O)[O-].COC1=CC=C(C=C1)OS(=O)(=O)[O-] phosphorus (4-methoxyphenyl) sulfate